9-(2,4-difluorophenyl)-3-fluoro-2-methyl-7-((2R,4S,6S)-2-methyl-6-(1-methyl-1H-pyrazol-4-yl)tetrahydro-2H-pyran-4-yl)-4H-pyrazino[1,2-a]pyrimidin-4-one FC1=C(C=CC(=C1)F)C1=NC(=CN2C1=NC(=C(C2=O)F)C)[C@H]2C[C@H](O[C@@H](C2)C=2C=NN(C2)C)C